(S)-dimethyl-((morpholin-2-ylmethyl)imino)-lambda6-sulfane C[SH2](=NC[C@@H]1CNCCO1)C